tert-butyl (6-(4-(4-(dimethoxymethyl)piperidin-1-yl)indolin-1-yl)-3-(((1R,2R)-2-methoxycyclobutyl)carbamoyl)imidazo[1,2-b]pyridazin-8-yl)(methyl)carbamate COC(C1CCN(CC1)C1=C2CCN(C2=CC=C1)C=1C=C(C=2N(N1)C(=CN2)C(N[C@H]2[C@@H](CC2)OC)=O)N(C(OC(C)(C)C)=O)C)OC